1-(piperidin-4-yl)azetidinone N1CCC(CC1)N1C(CC1)=O